CN1N=CC=C1C(=O)N[C@H](C(NC1=CC=C2C(=C1)NC(C21CCOCC1)=O)=O)COC(C)(C)C 2-Methyl-N-{(2S)-3-[(2-methyl-propan-2-yl)oxy]-1-oxo-1-[(2-oxospiro[1H-indole-3,4'-oxane]-6-yl)amino]propan-2-yl}-pyrazole-3-carboxamide